CC(CC(=O)[O-])CC(C)(C)C.[Ce+3].CC(CC(=O)[O-])CC(C)(C)C.CC(CC(=O)[O-])CC(C)(C)C cerium (III) 3,5,5-trimethylhex-anoate